ClC=1C(=C(C=O)C(=C(C1)C)C)OC 3-chloro-2-methoxy-5,6-dimethylbenzaldehyde